1,5-bis(4-dodecyloxy-3-methoxyphenyl)-3-oxo-1,5-pentanedisulfonic acid dicholine salt OCC[N+](C)(C)C.OCC[N+](C)(C)C.C(CCCCCCCCCCC)OC1=C(C=C(C=C1)C(CC(CC(S(=O)(=O)[O-])C1=CC(=C(C=C1)OCCCCCCCCCCCC)OC)=O)S(=O)(=O)[O-])OC